1,1-diethoxy-3,7-dimethyloct-2,6-diene C(C)OC(C=C(CCC=C(C)C)C)OCC